NOS aminooxyl thiol